ClC=1C=C(C=CC1)C1=C(C(OC2=CC=CC=C12)(C(F)(F)F)O)NC(C)=O N-(4-(3-Chlorophenyl)-2-hydroxy-2-(trifluoromethyl)-2H-chromen-3-yl)acetamide